ClC1=NC(=C2N=C(N(C2=N1)C)C(C)C)Cl 2,6-dichloro-8-isopropyl-9-methyl-9H-purine